C(C1=CC=CC=C1)NC(N(C1=CC=C(C=C1)NC=1C=NN(C1)C)[C@@H]1CC[C@H](CC1)NC1=NC=C(C=C1)C#N)=O 3-benzyl-1-(trans-4-((5-cyanopyridin-2-yl)amino)cyclohexyl)-1-(4-((1-methyl-1H-pyrazol-4-yl)amino)phenyl)urea